(1,3-dioxan-2-yl-Ethyl)magnesium bromide O1C(OCCC1)CC[Mg]Br